7-(1-(2-Fluoro-6-methylphenyl)piperidin-4-yl)-3,8-dimethyl-5-((3-(trifluoromethyl)pyridin-2-yl)methyl)pyrido[2,3-b]pyrazin-6(5H)-one FC1=C(C(=CC=C1)C)N1CCC(CC1)C1=C(C=2C(=NC(=CN2)C)N(C1=O)CC1=NC=CC=C1C(F)(F)F)C